methanesulfonic acid pyridine salt N1=CC=CC=C1.CS(=O)(=O)O